6-fluoro-4-(piperidin-4-yl)quinoline tert-butyl-(4aS,8aS)-4-[tert-butyl(diphenyl)silyl]oxy-2-oxo-1,3,4,4a,5,6,8,8a-octahydro-1,7-naphthyridine-7-carboxylate C(C)(C)(C)OC(=O)N1CC[C@@H]2C(CC(N[C@@H]2C1)=O)O[Si](C1=CC=CC=C1)(C1=CC=CC=C1)C(C)(C)C.FC=1C=C2C(=CC=NC2=CC1)C1CCNCC1